2-(hexylthio)ethyl 8-bromooctanoate BrCCCCCCCC(=O)OCCSCCCCCC